6-(3,5-dimethyl-1H-pyrazol-4-yl)-4-morpholino-N-[(E)-m-tolylmethyleneamino]thieno[2,3-d]pyrimidin-2-amine CC1=NNC(=C1C1=CC2=C(N=C(N=C2N2CCOCC2)N/N=C/C=2C=C(C=CC2)C)S1)C